COC(C1=CC(=C(C=C1)N)NCC1(CC1)CC#N)=O 4-amino-3-(((1-(cyanomethyl)cyclopropyl)methyl)amino)benzoic acid methyl ester